OC1=C(C(=O)OC)C(=CC(=C1)O)CCCCC methyl 2,4-dihydroxy-6-pentylbenzoate